Cl.Cl.FC1=C2N(N=C1)CC1([C@@H]2N)CCNCC1 (S)-3'-fluoro-4'H,6'H-spiro[piperidine-4,5'-pyrrolo[1,2-b]pyrazole]-4'-amine dihydrochloride